Tetrahydrobenzo[b]oxepin O1C2=C(CCCC1)C=CC=C2